[N+](=O)([O-])C1=CC=C(C=C1)OC(=O)N1N=C(C=C1)S(=O)(=O)C.C12C=C(CC2C1)B1OC(C(O1)(C)C)(C)C 2-(bicyclo[3.1.0]hex-2-en-3-yl)-4,4,5,5-tetramethyl-1,3,2-dioxaborolane 4-nitrophenyl-3-(methylsulfonyl)-1H-pyrazole-1-carboxylate